acrylic acid, vinyl ester C(C=C)(=O)OC=C